((racemic)-6-hydroxy-1,4-diazabicyclo[3.2.2]nonan-4-yl)(1-(4-methoxyphenyl)-1,4,6,7-tetrahydropyrano[4,3-c]pyrazol-3-yl)methanone OC1C2N(CCN(C1)CC2)C(=O)C=2C1=C(N(N2)C2=CC=C(C=C2)OC)CCOC1